NC1=NC=CC=C1S(=O)(=O)NC(=O)C=1C(=NC(=CC1)C1=CC=C(C=C1)CO)N1C(C[C@@H](C1)C)(C)C N-[(2-Amino-3-pyridyl)sulfonyl]-6-[4-(hydroxymethyl)phenyl]-2-[(4S)-2,2,4-trimethylpyrrolidin-1-yl]pyridin-3-carboxamid